C(C)(C)(C)OC(C(=CC=1OC=CC1)NC1=NC=C(N=C1CC1=CC=CC=C1)C1=CC(=CC(=C1)[N+](=O)[O-])F)=O 2-((3-benzyl-5-(3-fluoro-5-nitrophenyl)pyrazin-2-yl)amino)-3-(furan-2-yl)acrylic acid tert-butyl ester